CC1=NC2=CC=C(C=C2C=C1)CCC(=O)N1CCOCC1 3-(2-methylquinolin-6-yl)-1-morpholinopropan-1-one